C1([C@H](O)[C@H](O)[C@H](O1)CO)[S+](CC[C@H](N)C(=O)O)C S-ribosyl-methionine